phenylallyl-L-phenylalaninate C1(=CC=CC=C1)C=CCN[C@@H](CC1=CC=CC=C1)C(=O)[O-]